isopropylidene-(3-methyl-diethoxy-silanyl-propyl)-amine C(C)(C)=NC(CC(C)[SiH3])(OCC)OCC